(quinolin-6-yl)propanoic acid N1=CC=CC2=CC(=CC=C12)C(C(=O)O)C